(S)-2'-chloro-6'-(6-fluoro-5-methoxy-1H-1,3-benzodiazol-2-yl)-4-{[(1R)-1-phenylbutyl]carbamoyl}-[1,1'-biphenyl]-2-carboxylic acid ClC1=C(C(=CC=C1)C1=NC2=C(N1)C=C(C(=C2)OC)F)C=2C(=CC(=CC2)C(N[C@H](CCC)C2=CC=CC=C2)=O)C(=O)O